tert-butyl (S)-(26-(4-(2-(4-(4-chlorophenyl)-2,3,9-trimethyl-6H-thieno[3,2-f][1,2,4]triazolo[4,3-a][1,4]diazepin-6-yl)acetamido)phenoxy)-3,6,9,12,15,18,21,24-octaoxahexacosyl)carbamate ClC1=CC=C(C=C1)C1=N[C@H](C=2N(C3=C1C(=C(S3)C)C)C(=NN2)C)CC(=O)NC2=CC=C(OCCOCCOCCOCCOCCOCCOCCOCCOCCNC(OC(C)(C)C)=O)C=C2